FC(C=1C=CC(=NC1)CN1N=CC=2C=NC=3C=CC(=CC3C21)C(=O)NN)(F)F ((5-(trifluoromethyl)pyridin-2-yl)methyl)-1H-pyrazolo[4,3-c]quinoline-8-carbohydrazide